3-Butyl-3-ethyl-5-(4-fluorophenyl)-7-(methylthio)-1,1-dioxo-2,3,4,5-tetrahydro-1,5-benzothiazepin-8-yl triflate O(S(=O)(=O)C(F)(F)F)C1=CC2=C(N(CC(CS2(=O)=O)(CC)CCCC)C2=CC=C(C=C2)F)C=C1SC